C(N)(=O)C1=C(N(N=C1C=1C=NC(=CC1)C(C(=O)NC1=NOC(=C1)C(CC)(C)C)C)C(C)C)NC(OC(C)(C)C)=O tert-Butyl N-[4-carbamoyl-5-[6-[2-[[5-(1,1-dimethylpropyl)isoxazol-3-yl]amino]-1-methyl-2-oxo-ethyl]-3-pyridyl]-2-isopropyl-pyrazol-3-yl]carbamate